CCCCCCCCCCCCCC=CC(C=CCC)=O eicosan-14,17-dien-16-one